1,2-dichloro-1,2,2-trifluoroethane ClC(C(F)(F)Cl)F